[(1R)-1-[(3aR,5S,6R,6aR)-6-Benzyloxy-2,2-dimethyl-3a,5,6,6a-tetrahydrofuro[2,3-d][1,3]dioxol-5-yl]-2-[tert-butyl(dimethyl) silyl] oxy-ethyl] 4-methyl-benzenesulfonate CC1=CC=C(C=C1)S(=O)(=O)O[C@H](CO[Si](C)(C)C(C)(C)C)[C@@H]1[C@H]([C@@H]2[C@@H](OC(O2)(C)C)O1)OCC1=CC=CC=C1